CC1=C(OC2=C(C=C(C=C2C1=O)C)[C@@H](C)OC1=CC=C(C(=C1C(=O)N)F)F)C1=CC2=CN(N=C2C=C1)C 6-[(1R)-1-[3,6-Dimethyl-2-(2-methylindazol-5-yl)-4-oxo-chromen-8-yl]ethoxy]-2,3-difluoro-benzamide